alpha-vinyl-naphthalene C(=C)C1=CC=CC2=CC=CC=C12